ClC1=C(C(=C(C=C1OC)OC)Cl)C1=CC2=C(N=C(N=C2)N[C@H]2[C@H](COC2)NC(C=C)=O)C(=N1)NCC=1C=NN(C1)CCO N-((3R,4S)-4-((6-(2,6-dichloro-3,5-dimethoxyphenyl)-8-(((1-(2-hydroxyethyl)-1H-pyrazol-4-yl)methyl)amino)pyrido[3,4-d]pyrimidin-2-yl)amino)tetrahydrofuran-3-yl)acrylamide